2-(difluoromethoxy)-4-(5-methyl-1-phenyl-1H-pyrazol-3-yl)benzaldehyde FC(OC1=C(C=O)C=CC(=C1)C1=NN(C(=C1)C)C1=CC=CC=C1)F